1-(2-(3-propargyloxy-4-methoxyphenyl)-2-oxoethyl)-2,6-dimethylpyridin-4(1H)-one C(C#C)OC=1C=C(C=CC1OC)C(CN1C(=CC(C=C1C)=O)C)=O